2-[4-(hydroxyamino)-3-(4-methanesulfonylphenyl)-1-methyl-5-oxo-4,5-dihydro-1H-pyrazol-4-yl]acetic acid methyl ester COC(CC1(C(=NN(C1=O)C)C1=CC=C(C=C1)S(=O)(=O)C)NO)=O